(R)-4-(1-fluoro-1-((3-fluorophenyl)sulfonyl)ethyl)-N-(7-oxo-6,7-dihydro-5H-pyrrolo[3,4-b]pyridin-3-yl)piperidine-1-carboxamide F[C@](C)(S(=O)(=O)C1=CC(=CC=C1)F)C1CCN(CC1)C(=O)NC=1C=C2C(=NC1)C(NC2)=O